COC1=NC(=CC=C1CC(=O)N(C)C)NC 2-(2-methoxy-6-(methylamino)pyridin-3-yl)-N,N-dimethylacetamide